COC1=CC=C(C=C1)C(OCCSSC(C)O)(C1=CC=CC=C1)C1=CC=CC=C1 (2-((4-methoxyphenyl)diphenylmethoxy)ethyl)disulfanylethan-1-ol